2-Fluoro-5-(6-(6-methylpyridin-2-yl)-2,3-dihydro-1H-imidazo[1,2-a]imidazol-5-yl)aniline FC1=C(N)C=C(C=C1)C1=C(N=C2N1CCN2)C2=NC(=CC=C2)C